C(CCC(=O)O)(=O)O.FC=1C=CC=C2CCO[C@H](C12)CNC (R)-1-(8-fluoroisochroman-1-yl)-N-methyl-methylamine succinate